C(C1=CC=CC=C1)OC(=O)[N-]S(=O)(=O)N1C(=C(C=C1)C1=CC=C(C=C1)C1CCN(CC1)C(=O)OC(C)(C)C)C(=O)OCC1=CC=CC=C1.[Na+] sodium [(benzyloxy)carbonyl]({2-[(benzyloxy)carbonyl]-3-(4-{1-[(tert-butoxy)carbonyl]piperidin-4-yl}phenyl)-1H-pyrrol-1-yl}sulfonyl)azanide